BrC1=CC=C(C=C1)OCCOC([2H])([2H])[2H] 1-bromo-4-{2-[(2H3)methyloxy]ethoxy}benzene